OC=1C(NC=NC1CN1C(N([C@H](C1)C1=CC=C(C=C1)C#CC1=CC=C(C=C1)CN1CCOCC1)C(C)C)=O)=O (S)-5-Hydroxy-6-((3-isopropyl-4-(4-((4-(morpholinylmethyl)phenyl)ethynyl)phenyl)-2-oxoimidazoline-1-yl)methyl)pyrimidin-4(3H)-one